tert-Butyl 2-(4-chlorophenyl)-2-methylpyrrolidine-1-carboxylate ClC1=CC=C(C=C1)C1(N(CCC1)C(=O)OC(C)(C)C)C